3-cyano-N-(1-(3,4-dichlorophenyl)-2-(dimethylamino)ethyl)-4-(trifluoromethoxy)benzenesulfonamide C(#N)C=1C=C(C=CC1OC(F)(F)F)S(=O)(=O)NC(CN(C)C)C1=CC(=C(C=C1)Cl)Cl